N1(CCNCCC1)CCCCCCCCSC1=C2CN(C(C2=CC=C1)=O)C1C(NC(CC1)=O)=O 3-(4-((8-(1,4-diazepan-1-yl)octyl)thio)-1-oxoisoindolin-2-yl)piperidine-2,6-dione